[(1S,9R)-7-Oxa-3,4,11-triazatricyclo[7.3.0.02,6]dodeca-2(6),4-dien-11-yl]-[3-[4-[1-(trifluoromethyl)cyclopropyl]phenyl]azetidin-1-yl]methanone [C@@H]12C=3NN=CC3OC[C@H]2CN(C1)C(=O)N1CC(C1)C1=CC=C(C=C1)C1(CC1)C(F)(F)F